O=C1[C@@H](N(C(CN1)=O)CCCCCCCCCCCCCC)CNC(=O)C1=CC=C(C(=O)O)C=C1 (S)-4-(((3,6-dioxo-1-tetradecylpiperazin-2-yl)methyl)carbamoyl)benzoic acid